tert-butyl (2S,6S)-4-[4-[(7-fluoro-2-methyl-indazol-5-yl)carbamoyl]-2-(methylamino)-1,3-benzothiazol-7-yl]-2,6-dimethyl-piperazine-1-carboxylate FC1=CC(=CC2=CN(N=C12)C)NC(=O)C1=CC=C(C2=C1N=C(S2)NC)N2C[C@@H](N([C@H](C2)C)C(=O)OC(C)(C)C)C